ClC=1C=C(C=C(C1)Cl)C1(CC(=NN1)C1=NN=C(O1)SCC(=O)N(C)C)C(F)(F)F 2-((5-(5-(3,5-dichlorophenyl)-5-(trifluoromethyl)-4,5-dihydro-1H-pyrazol-3-yl)-1,3,4-oxadiazol-2-yl)thio)-N,N-dimethylacetamide